COC=1C=C(CN(C(=O)C2=CC=C(C(=O)O)C=C2)C2=CC(=C(C(=C2)OC)OC)OC)C=CC1OC 4-((3,4-dimethoxybenzyl)(3,4,5-trimethoxyphenyl)carbamoyl)benzoic acid